C(CCC)N1CC(C1)(C(=O)N(C1=CC=CC=C1)CC1=NC=C(C=C1)C=1OC(=NN1)C(F)F)F 1-butyl-N-((5-(5-(difluoromethyl)-1,3,4-oxadiazol-2-yl)pyridin-2-yl)methyl)-3-fluoro-N-phenylazetidine-3-carboxamide